CC1=C(C(=NC(=C1)C)C(F)(F)F)C(=O)OCC Ethyl 4,6-dimethyl-2-(trifluoromethyl)pyridine-3-carboxylate